2-isopropyl-3-oxoisoindoline C(C)(C)N1CC2=CC=CC=C2C1=O